CS(=O)[O-].[Na+] sodium methansulphinate